FC1=C(C(=C(C(=C1N)N)F)F)F Tetrafluoro-1,2-diaminobenzene